IsopropylidenGlycerol Acrylat C(C=C)(=O)OC(C(O)CO)=C(C)C